CNC(=O)C1=NC=C(C=C1)N1[C@@H]2CC[C@@H]2N(CC1)CC1=CN=C2C3=C(C(NC2=C1)=O)CCC3 N-methyl-5-[(1R,6S)-5-((6-oxo-5H,7H,8H,9H-cyclopenta[c][1,5]naphthyridin-3-yl)methyl)-2,5-diazabicyclo[4.2.0]octan-2-yl]pyridine-2-carboxamide